2-ethoxyethyl-2-methyl-2-propenoate C(C)OCCOC(C(=C)C)=O